N1=C2C(=NC=C1)NC=C2C=2N=C(SC2)C=2C=C(C=CC2)[C@@]2(CCN1C2=NC=C1)O (R)-7-(3-(4-(5H-Pyrrolo[2,3-b]pyrazin-7-yl)thiazol-2-yl)phenyl)-6,7-dihydro-5H-pyrrolo[1,2-a]imidazol-7-ol